2-(Diethylamino)-Ethyl-2-Acetoxybenzoate Hydrochloride Cl.C(C)N(CCOC(C1=C(C=CC=C1)OC(C)=O)=O)CC